C(C)OC(=O)C=1C=C2SC=CN2C1C(C(C)C)=O 5-isobutyrylpyrrolo[2,1-b]thiazole-6-carboxylic acid ethyl ester